(3-chloro-4-fluorophenyl)(4-(methylsulfonyl)-1H-imidazol-2-yl)methanol ClC=1C=C(C=CC1F)C(O)C=1NC=C(N1)S(=O)(=O)C